C1(=CC=CC=C1)NC(C)CC1=CC=C(C=C1)Cl N-phenyl-1-(4-chlorobenzyl)ethylamine